methyl 3-((9-bromo-1-methyl-6,7-dihydro-5H-benzo[c][1,2,3]triazolo[1,5-a]azepin-7-yl)amino)benzoate BrC1=CC2=C(C=3N(CCC2NC=2C=C(C(=O)OC)C=CC2)N=NC3C)C=C1